CN1C(C=2CCNCC2C(=C1)C=1C=CC=2N(C1)N=CC2C2=CC=C(C#N)C=C2)=O 4-(6-(2-methyl-1-oxo-1,2,5,6,7,8-hexahydro-2,6-naphthyridin-4-yl)pyrazolo[1,5-a]pyridin-3-yl)benzonitrile